5-{2-[5-chloro-2-(5-methoxyquinoline-8-sulfonamido)phenyl]ethynyl}-4-methoxy-N,N-dimethylpyridine-2-carboxamide ClC=1C=CC(=C(C1)C#CC=1C(=CC(=NC1)C(=O)N(C)C)OC)NS(=O)(=O)C=1C=CC(=C2C=CC=NC12)OC